CN1CCC(CC1)CN (1-methyl-4-piperidyl)methylamine